1-(4-chlorophenyl)-3,5-bis(trichloromethyl)-s-triazine ClC1=CC=C(C=C1)N1CN(CN(C1)C(Cl)(Cl)Cl)C(Cl)(Cl)Cl